barium(II) trifluoromethanesulfonate FC(S(=O)(=O)[O-])(F)F.[Ba+2].FC(S(=O)(=O)[O-])(F)F